O=S1(CC2(C1)CN(C2)C(=O)C2=NC=C(N=C2)OCC=2C(=NOC2C)C=2C=NC(=CC2)C)=O (2,2-Dioxido-2-thia-6-azaspiro[3.3]heptan-6-yl)(5-((5-methyl-3-(6-methylpyridin-3-yl)isoxazol-4-yl)methoxy)pyrazin-2-yl)methanon